2-[5-[(4-anilino-5-methyl-pyrimidin-2-yl)amino]-2-bromo-phenyl]propan-2-ol N(C1=CC=CC=C1)C1=NC(=NC=C1C)NC=1C=CC(=C(C1)C(C)(C)O)Br